O=C1N(CC2=CC(=CC=C12)C(=O)N1CCC2=CC=C(C=C12)OC(F)(F)F)C1C(NC(CC1)=O)=O 3-(1-oxo-5-(6-(trifluoromethoxy)indoline-1-carbonyl)isoindolin-2-yl)piperidine-2,6-dione